C(#N)C1=C(N=C2N(C1=O)C=C(C=C2[C@@H](C)NC2=C(C(=O)O)C(=CC=C2)F)C)N2CC1=CC=CC=C1C2 (R)-2-((1-(3-cyano-2-(isoindolin-2-yl)-7-methyl-4-oxo-4H-pyrido[1,2-a]pyrimidin-9-yl)ethyl)amino)-6-fluorobenzoic acid